F[Sb-](F)(F)(F)(F)F.ClC1=C(C(=O)C2=CC=C(C=C2)SC2=CC=C(C=C2)[S+](C2=CC=C(C=C2)F)C2=CC=C(C=C2)F)C=CC=C1 4-{4-(2-chlorobenzoyl)phenylthio}phenyl-bis(4-fluorophenyl)sulfonium hexafluoroantimonate